(1-(2-chloro-5-bromopyrimidin-4-yl)azetidin-3-yl)carbamic acid tert-butyl ester C(C)(C)(C)OC(NC1CN(C1)C1=NC(=NC=C1Br)Cl)=O